4-(8-Azabicyclo[5.1.0]oct-8-yl)-6-(3-methoxyphenyl)pyrimidin-2-amine C12CCCCCC2N1C1=NC(=NC(=C1)C1=CC(=CC=C1)OC)N